Ethyl {6-chloro-4-[(2R,4R)-4-hydroxy-2-methylpyrrolidin-1-yl]-1H-imidazo[4,5-c]pyridin-2-yl}acetate ClC1=CC2=C(C(=N1)N1[C@@H](C[C@H](C1)O)C)N=C(N2)CC(=O)OCC